tert-butyl (1-(((3-(benzylthio)pyridin-2-yl)methyl)amino)-2-methyl-1-oxopropan-2-yl)carbamate C(C1=CC=CC=C1)SC=1C(=NC=CC1)CNC(C(C)(C)NC(OC(C)(C)C)=O)=O